O1COC=CC=C1 [1,3]dioxepin